BrC=1C=C(C=NC1OC1=CC=C(C=C1)C(F)(F)F)C(=O)N[C@@H](CO)C 5-Bromo-N-[(2R)-1-hydroxypropan-2-yl]-6-[4-(trifluoromethyl)phenoxy]pyridine-3-carboxamide